benzyl (R)-1-((4S,5R)-4-methyl-2-oxo-5-phenyloxazolidine-3-carbonyl)-6-azaspiro[2.5]octane-6-carboxylate C[C@@H]1N(C(O[C@@H]1C1=CC=CC=C1)=O)C(=O)[C@@H]1CC12CCN(CC2)C(=O)OCC2=CC=CC=C2